Tert-butyl 5-bromo-3-formyl-1H-pyrrolo[2,3-b]pyridine-1-carboxylate BrC=1C=C2C(=NC1)N(C=C2C=O)C(=O)OC(C)(C)C